ClC1=CC=C(C(=O)C2=C3N(C=4C(=CC=C(C24)[N+](=O)[O-])F)CCCN3)C=C1 10-(4-chlorobenzoyl)-6-fluoro-9-nitro-1,2,3,4-tetrahydropyrimidino[1,2-a]indole